3-Bromo-2-[[(3R,5R)-5-(3-hydroxyphenyl)-1-methyl-3-piperidyl]amino]pyrido[1,2-a]pyrimidin-4-one BrC1=C(N=C2N(C1=O)C=CC=C2)N[C@H]2CN(C[C@H](C2)C2=CC(=CC=C2)O)C